C1(CC1)C1=NN(C=C1N1N=CC2=CC=CC=C12)[C@@H]1C[C@H](C1)CN (trans-3-(3-cyclopropyl-4-(1H-indazol-1-yl)-1H-pyrazol-1-yl)cyclobutyl)methylamine